OCCN1N=NN=C1SCC1=C(N2C(C(C2OC1)OC)=O)C(=O)[O-] 3-(((1-(2-hydroxyethyl)-1H-tetrazol-5-yl)sulfenyl)methyl)-7-methoxy-8-oxo-5-oxa-1-aza-bicyclo[4.2.0]oct-2-ene-2-carboxylate